ClC1=C(C=CC=C1)C1=NC2=C(CN(CC2)C2CCC=3C=CN=C(C3C2=O)C)N1 7-(2-(2-chlorophenyl)-3,4,6,7-tetrahydro-5H-imidazo[4,5-c]pyridin-5-yl)-1-methyl-6,7-dihydroisoquinolin-8(5H)-one